6,6'-dimethyl-2,4'-diaminobiphenyl CC1=CC=CC(=C1C1=CC=C(C=C1C)N)N